4-amino-6-(3-hydroxybut-1-yn-1-yl)-N-(4-(methoxymethyl)phenyl)-7-(1-methylcyclopropyl)-7H-pyrrolo[2,3-d]pyrimidine-5-carboxamide NC=1C2=C(N=CN1)N(C(=C2C(=O)NC2=CC=C(C=C2)COC)C#CC(C)O)C2(CC2)C